5-bromo-4-phenoxy-6-phenyl-pyrimidin-2-amine BrC=1C(=NC(=NC1C1=CC=CC=C1)N)OC1=CC=CC=C1